Cl.N[C@H](CC(=O)OC(C)C)C (S)-isopropyl 3-aminobutyrate hydrochloride